beta-D-glucopyranosyl-(1->4) beta-D-galactopyranoside O([C@H]1[C@H](O)[C@@H](O)[C@@H](O)[C@H](O1)CO)[C@H]1[C@H](O)[C@@H](O)[C@H](O)[C@H](O1)CO